FC1=CC=C(C=C1)C1(CC1)CC(=O)NC1=CC=C(C=C1)C1=NC=NC2=CC(=C(C=C12)OC)OCC1CCNCC1 1-(4-fluorophenyl)-N-(4-(6-methoxy-7-(piperidin-4-ylmethoxy)quinazolin-4-yl)phenyl)cyclopropane-1-carboxyamide